1-(5-bromo-6-((4-((tert-butyldiphenylsilyl)oxy)pentyl)oxy)pyridin-2-yl)-7-((2-methylallyl)oxy)-3-((2-(trimethylsilyl)ethoxy)methyl)-1,3-dihydro-2H-imidazo[4,5-b]pyridin-2-one BrC=1C=CC(=NC1OCCCC(C)O[Si](C1=CC=CC=C1)(C1=CC=CC=C1)C(C)(C)C)N1C(N(C2=NC=CC(=C21)OCC(=C)C)COCC[Si](C)(C)C)=O